COC1=CC=C(CN(C2=NC=CC=C2[C@H](C)NCCO)CC2=CC=C(C=C2)OC)C=C1 (S)-2-((1-(2-(bis(4-methoxybenzyl)amino)pyridin-3-yl)ethyl)amino)ethan-1-ol